tert-butyl-(1-(2-chloro-3-fluorophenyl)-1-oxopentan-2-yl)carbamate C(C)(C)(C)OC(NC(C(=O)C1=C(C(=CC=C1)F)Cl)CCC)=O